ClC=1C=C2C(=C(C=NC2=CC1)S(=O)(=O)N1CCOCC1)NC1=C(C(=O)O)C(=CC=C1)OC 2-[(6-chloro-3-morpholinosulfonyl-4-quinolinyl)amino]-6-methoxy-benzoic acid